S(C1=C(C(=CC(=C1)C)C(C)(C)C)O)C1=C(C(=CC(=C1)C)C(C)(C)C)O 2,2'-thio-bis(4-methyl-6-tertiary butyl-phenol)